COC(C1=C(C=C(C(=C1)F)C(F)(F)F)C1(CC1)C#N)=O 2-(1-cyanocyclopropyl)-5-fluoro-4-(trifluoromethyl)benzoic acid methyl ester